1-Methyl-N-phenethyl-5-(pyrrolidin-1-yl)-1H-1,2,4-triazol-3-amine CN1N=C(N=C1N1CCCC1)NCCC1=CC=CC=C1